BrC=1C=C2C(=C3C=4CCCCC4C(=NC13)C=1C(=NNC1)C(F)(F)F)C=NN2 5-bromo-7-(3-(trifluoromethyl)-1H-pyrazol-4-yl)-8,9,10,11-tetrahydro-3H-pyrazolo[4,3-a]phenanthridine